2,2'-(4,10-bis(tert-butoxycarbonyl)-1,4,7,10-tetraazacyclododecane-1,7-diyl)diacetic acid C(C)(C)(C)OC(=O)N1CCN(CCN(CCN(CC1)CC(=O)O)C(=O)OC(C)(C)C)CC(=O)O